CN(CCCNC(CCCCCCC(=O)OCC(CCCCCCCC)CCCCCC)CCCCCCCCCC)C 2-Hexyldecyl 8-{[3-(dimethylamino)propyl]amino}octadecanoate